BrC1=NC(=C(C=C1OC)[N+](=O)[O-])Br 2,6-dibromo-3-methoxy-5-nitropyridine